N-(5-((4-ethylpiperazin-1-yl)methyl)pyridin-2-yl)-5-fluoro-4-(4-fluoro-1-isopropyl-2-methyl-1H-benzo[d]imidazol-6-yl)pyrimidin-2-amine C(C)N1CCN(CC1)CC=1C=CC(=NC1)NC1=NC=C(C(=N1)C=1C=C(C2=C(N(C(=N2)C)C(C)C)C1)F)F